N1CCC(CC1)C1=C(C=NC=C1)NCC=1C=C2N=CC=NC2=CC1 4-(Piperidin-4-yl)-N-(quinoxalin-6-ylmethyl)pyridin-3-amine